C(=O)O.NC1=NC(=C(C=C1C=1C=C2CCNC(C2=CC1)=O)C1=CC(=CC=C1)CN1CCNCC1)F 6-(2-amino-6-fluoro-5-(3-(piperazin-1-ylmethyl)phenyl)pyridin-3-yl)-3,4-dihydroisoquinolin-1(2H)-one formate